2-(2-(methylthio)phenyl)-3-phenylquinoxaline CSC1=C(C=CC=C1)C1=NC2=CC=CC=C2N=C1C1=CC=CC=C1